2-(((1r,4r)-4-(((4-ethoxy-phenyl)(phenyl)carbamoyl-oxy)methyl)cyclohexyl)methoxy)acetic acid C(C)OC1=CC=C(C=C1)N(C(=O)OCC1CCC(CC1)COCC(=O)O)C1=CC=CC=C1